(4-(4-amino-3-(2-aminobenzo[d]oxazol-5-yl)-1H-pyrazolo[3,4-d]pyrimidin-1-yl)butyl)-1-(4-(5-(aminomethyl)pyrimidin-2-yl)piperazin-1-yl)-3,6,9,12-tetraoxapentadecan-15-amide NC1=C2C(=NC=N1)N(N=C2C=2C=CC1=C(N=C(O1)N)C2)CCCCC(COCCOCCOCCOCCC(=O)N)N2CCN(CC2)C2=NC=C(C=N2)CN